C1(CC1)NC(=O)C1=NNC(=C1)C1=C(C(=C(C=C1)O)N1S(NC(C1)=O)(=O)=O)F N-cyclopropyl-5-(3-(1,1-dioxido-4-oxo-1,2,5-thiadiazolidin-2-yl)-2-fluoro-4-hydroxyphenyl)-1H-pyrazole-3-carboxamide